(2,3-dihydroxypropyl)-6-(4-(4-methylpiperazin-1-yl)phenyl)-8-(pyridin-3-yl)pyrido[3,4-d]pyrimidin-4(3H)-one OC(CC=1NC(C2=C(N1)C(=NC(=C2)C2=CC=C(C=C2)N2CCN(CC2)C)C=2C=NC=CC2)=O)CO